CCCCCCCCCC=CC=CC=CC=CC=CC=C(C(=O)O)OO Hydroperoxy-docosahexaenoic acid